2-(3-chloropyrazin-2-yl)-4H-1,2,4-triazol-3-one ClC=1C(=NC=CN1)N1N=CNC1=O